C(C)(C)(C)OC(=O)NC=1C=C(C=CC1C(=O)OC)C1N(CCN(C1)CC(F)F)C(=O)OCC1=CC=CC=C1 benzyl 2-(3-((tert-butoxycarbonyl)amino)-4-(methoxycarbonyl)phenyl)-4-(2,2-difluoroethyl)piperazine-1-carboxylate